5-(1-(2-methyl-5-((1-methylazetidin-2-yl)methoxy)benzamido)cyclopropyl)quinolin-7-yl trifluoromethanesulfonate FC(S(=O)(=O)OC1=CC(=C2C=CC=NC2=C1)C1(CC1)NC(C1=C(C=CC(=C1)OCC1N(CC1)C)C)=O)(F)F